N-((R)-chroman-4-yl)-2-(2,6-dioxopiperidin-3-yl)-1-oxoisoindoline-5-carboxamide O1CC[C@H](C2=CC=CC=C12)NC(=O)C=1C=C2CN(C(C2=CC1)=O)C1C(NC(CC1)=O)=O